ClC=1C=C(C(=O)NC2=C(C=C(C(=O)O)C=C2)O)C=C(C1)Cl 4-(3,5-Dichlorobenzoylamino)-3-hydroxybenzoic acid